ClC=1C=C(C=CC1Cl)NC(=O)N1C2CCC1CC=1N=C(N=CC12)O (±)-N-(3,4-dichlorophenyl)-2-hydroxy-6,7,8,9-tetrahydro-5H-5,8-epiminocyclohepta[d]-pyrimidine-10-carboxamide